CC1=NSC(=C1C=1CCN(CC1)C(=O)OC(C)(C)C)C1COC1 tert-butyl 4-(3-methyl-5-(oxetan-3-yl)isothiazol-4-yl)-3,6-dihydropyridine-1(2H)-carboxylate